7-amino-N-(2-{4-amino-7-oxa-2-azaspiro[4.5]decan-2-yl}-4-fluoro-5,6,7,8-tetrahydroquinolin-6-yl)-3-methylthieno[2,3-b]pyrazine-6-carboxamide NC1=C(SC2=NC(=CN=C21)C)C(=O)NC2CC=1C(=CC(=NC1CC2)N2CC1(C(C2)N)COCCC1)F